CO/N=C/1\CCCC2=CC(=CC=C12)OCOC (E)-N-methoxy-6-(methoxymethoxy)tetralin-1-imine